4-(4-fluorophenyl)-6-(trifluoromethyl)-2H-chromene-3-carbaldehyde FC1=CC=C(C=C1)C1=C(COC2=CC=C(C=C12)C(F)(F)F)C=O